IC=1C=CC2=CN(N=C2C1)C1=C2C(=NC=C1)N(C=C2)COCC[Si](C)(C)C 6-iodo-2-(1-((2-(trimethylsilyl)ethoxy)methyl)-1H-pyrrolo[2,3-b]Pyridin-4-yl)-2H-indazole